N-(4-((3-(difluoromethoxy)benzyl)oxy)phenyl)piperidine-1-sulfonamide FC(OC=1C=C(COC2=CC=C(C=C2)NS(=O)(=O)N2CCCCC2)C=CC1)F